2-[(3-{4-[(2-amino-4-hydroxy-pteridin-6-ylmethyl)-amino]-benzoylamino}-3-carboxy-propyl)-hydroxy-phosphorylmethyl]-glutaric acid NC1=NC2=NC=C(N=C2C(=N1)O)CNC1=CC=C(C(=O)NC(CCC(C(C(=O)O)CCC(=O)O)=P(=O)O)C(=O)O)C=C1